heptacene-9-carboxamide C1=CC=CC2=CC3=CC4=CC5=CC6=C(C7=CC=CC=C7C=C6C=C5C=C4C=C3C=C12)C(=O)N